COC1=CC=CC=2NC(=NC21)CNC2=NC(=NC=1N2N=CC1C=1SC=CN1)N1CCOCC1 N-[(4-methoxy-1H-benzimidazol-2-yl)methyl]-2-(morpholin-4-yl)-8-(1,3-thiazol-2-yl)pyrazolo[1,5-a][1,3,5]triazin-4-amine